(4-fluorophenyl)-2-methyl-5-(2-oxo-3-(pyridin-3-yl)-2,3-dihydrobenzo[d]oxazol-7-yl)benzamide FC1=CC=C(C=C1)C=1C(=C(C(=O)N)C=C(C1)C1=CC=CC=2N(C(OC21)=O)C=2C=NC=CC2)C